N-[(1S)-1-(dicyclopropylmethyl)-2-oxo-2-[[1-[[2-oxo-5-(trifluoromethyl)-1H-pyridin-3-yl]methyl]pyrazol-4-yl]amino]ethyl]-2-isopropyl-pyrazole-3-carboxamide C1(CC1)C([C@@H](C(NC=1C=NN(C1)CC=1C(NC=C(C1)C(F)(F)F)=O)=O)NC(=O)C=1N(N=CC1)C(C)C)C1CC1